(2E)-1-(2,4,4-trimethyl-2-cyclohexen-1-yl)-2-buten-1-one CC=1C(CCC(C1)(C)C)C(\C=C\C)=O